tert-butyl 4-[5-(2-methoxyethyl)-1-[4-(trifluoromethoxy)phenyl]pyrazol-3-yl]piperazine-1-carboxylate COCCC1=CC(=NN1C1=CC=C(C=C1)OC(F)(F)F)N1CCN(CC1)C(=O)OC(C)(C)C